FC(N1N=CC(=C1)C=1C=C(C=CC1)C(N1CCC2(CC1)COC1=C3CN(C(C3=CC=C12)=O)[C@@H]1C(NC(CC1)=O)=O)([2H])[2H])F (S)-3-(1'-((3-(1-(difluoromethyl)-1H-pyrazol-4-yl)phenyl)methyl-d2)-6-oxo-6,8-dihydro-2H,7H-spiro[furo[2,3-e]isoindole-3,4'-piperidin]-7-yl)piperidine-2,6-dione